ClC=1C=CC=C2C(NC(=NC12)C1=C(C=C(OCCOC2CC(C2)C(=O)O)C=C1)C)C 3-[2-[4-(8-chloro-4-methyl-3,4-dihydroquinazolin-2-yl)-3-methyl-phenoxy]ethoxy]cyclobutanecarboxylic acid